2-(p-cyanophenyl)pyrimidine-4-formamide C(#N)C1=CC=C(C=C1)C1=NC=CC(=N1)C(=O)N